((S)-1-((2R,5S)-2,5-dimethylpiperazin-1-yl)ethyl)-2-methylquinoxaline C[C@H]1N(C[C@@H](NC1)C)[C@@H](C)C=1C(=NC2=CC=CC=C2N1)C